C(CCCC)[N+](CC)(CC)CC Amyltriethylammonium